3-chloro-2-(2-fluorobenzyl)-6-(tetrahydro-2H-pyran-4-yl)-2,6-dihydro-7H-pyrazolo[3,4-d]pyridazin-7-one ClC=1N(N=C2C(N(N=CC21)C2CCOCC2)=O)CC2=C(C=CC=C2)F